COC=1C=C(C=C(C1)OC)C#CN1N=CC=2C1=NC=NC2N ((3,5-dimethoxyphenyl)ethynyl)-1H-pyrazolo[3,4-d]Pyrimidin-4-amine